6-bromo-4-(1-ethyl-3-(2-fluorophenyl)-1H-pyrazol-4-yl)-7-methoxyquinazoline BrC=1C=C2C(=NC=NC2=CC1OC)C=1C(=NN(C1)CC)C1=C(C=CC=C1)F